C(CCCCCCCCC)C(COC(C(CCSCC(C(=O)OCCC(CCCC(C)C)C)CC(=O)OCCC(CCCC(C)C)C)C(NCCN(C)C)=O)=O)CCCCCCCCCCCC bis(3,7-dimethyloctyl) 2-(((4-((2-decyltetradecyl)oxy)-3-((2-(dimethylamino)ethyl)carbamoyl)-4-oxobutyl)thio)methyl)succinate